FC(C=CC1=C(C(=O)N)C=CC=C1)(C(O[Si](CC)(CC)CC)C1=CSC=C1)F 2-(3,3-difluoro-4-(thiophen-3-yl)-4-((triethylsilyl)oxy)buten-1-yl)benzamide